1,1-bis(5-tert-butyl-4-hydroxy-2-methyl-phenyl)-3-n-dodecylmercaptobutane Tin (II) Oxalate C(C(=O)[O-])(=O)[O-].[Sn+2].C(C)(C)(C)C=1C(=CC(=C(C1)C(CC(C)SCCCCCCCCCCCC)C1=C(C=C(C(=C1)C(C)(C)C)O)C)C)O